FC1=C(C=CC(=C1)F)B(O)O 2,4-difluoro-phenyl-boronic acid